OCC1=CC=CC(=N1)C=O 6-(hydroxymethyl)pyridine-carbaldehyde